2-[[(2R,3S,4S,5R)-3-(3,4-difluoro-2-methoxy-phenyl)-4,5-dimethyl-5-(trifluoromethyl)tetrahydrofuran-2-carbonyl]amino]pyridine-4-carboxamide FC=1C(=C(C=CC1F)[C@H]1[C@@H](O[C@]([C@H]1C)(C(F)(F)F)C)C(=O)NC1=NC=CC(=C1)C(=O)N)OC